4-(1-Hydroxyethyl)-2-methyl-6-(1-methyl-1H-pyrazol-4-yl)-9H-xanthen-9-one OC(C)C1=CC(=CC=2C(C3=CC=C(C=C3OC12)C=1C=NN(C1)C)=O)C